COC(CNC(=O)C1=NC(=CN=C1O)C1=C(C=CC=C1)OC)=O (3-hydroxy-6-(2-methoxyphenyl)pyrazine-2-carbonyl)glycine methyl ester